4-((4-fluoro-5-(4-hydroxyphenyl)-1H-pyrazol-3-yl)amino)-3-methylphenol FC=1C(=NNC1C1=CC=C(C=C1)O)NC1=C(C=C(C=C1)O)C